3-butyl-7-(ethylthio)-8-hydroxy-5-phenyl-2,3,4,5-tetrahydro-1,5-benzothiazepine 1,1-dioxide C(CCC)C1CS(C2=C(N(C1)C1=CC=CC=C1)C=C(C(=C2)O)SCC)(=O)=O